O=C1N(C(CC1)=O)OC(CCCC(NC(C(NC(C(NCCNC(OC)=O)=O)C)=O)C(C)C)=O)=O 12-isopropyl-9-methyl-3,8,11,14-tetraoxo-2-oxa-4,7,10,13-tetraazaoctadecan-18-oic acid 2,5-dioxo-pyrrolidin-1-yl ester